The molecule is a L-histidine derivative that is N-methyl-L-histidine substituted at positions N3 and C5 on the imidazole ring by methyl and mercapto groups respectively. It has a role as a marine metabolite, a radical scavenger and an antioxidant. It is an aryl thiol and a L-histidine derivative. It is a tautomer of an ovothiol B zwitterion. CN[C@@H](CC1=C(N=CN1C)S)C(=O)O